FC1=C(C=CC(=C1F)F)CCCN([C@@H]1CC[C@H](CC1)C1=CC2=C(NC(O2)=O)C=C1)C 6-(trans-4-{[3-(2,3,4-Trifluorophenyl)propyl]methylamino}cyclohexyl)-3H-benzoxazol-2-one